4-(6-(7-Phenyl-2,7-diazaspiro[4.4]nonan-2-yl)pyrimidin-4-yl)morpholine C1(=CC=CC=C1)N1CC2(CCN(C2)C2=CC(=NC=N2)N2CCOCC2)CC1